2-((S*)-2,6-dioxopiperidin-3-yl)-5-(((S)-1-((2-morpholino-quinazolin-6-yl)methyl)pyrrolidin-3-yl)oxy)isoindoline-1,3-dione O=C1NC(CC[C@@H]1N1C(C2=CC=C(C=C2C1=O)O[C@@H]1CN(CC1)CC=1C=C2C=NC(=NC2=CC1)N1CCOCC1)=O)=O |o1:6|